OCCOC1=C(C=C(C=C1C1=CC=CC=C1)C1(C2=CC=CC=C2C=2C=CC=CC12)C1=CC(=C(C(=C1)C1=CC=CC=C1)OCCO)C1=CC=CC=C1)C1=CC=CC=C1 9,9-bis[4-(2-hydroxyethoxy)-3,5-diphenylphenyl]fluorene